S-(7-((5-methyl-4-phenylthiazol-2-yl)amino)-7-oxoheptyl) 3-phenylpropane-thioate C1(=CC=CC=C1)CCC(SCCCCCCC(=O)NC=1SC(=C(N1)C1=CC=CC=C1)C)=O